2-[2-[2-[2-[2-(6-chlorohexoxy)ethoxy]ethylcarbamoyloxy]ethoxy]ethoxy]ethyl (4-nitrophenyl) carbonate C(OCCOCCOCCOC(NCCOCCOCCCCCCCl)=O)(OC1=CC=C(C=C1)[N+](=O)[O-])=O